5-{(2,3-dioleoyl-propyl)amino}-5-oxopentanoic acid C(CCCCCCC\C=C/CCCCCCCC)(=O)C(CNC(CCCC(=O)O)=O)CC(CCCCCCC\C=C/CCCCCCCC)=O